COC(C1=CC=CC=C1)(C(=O)C1=CC=CC=C1)OC benzil DIMETHYL KETAL